1-(3,3-Difluoroazetidin-1-yl)-2-[6-(4-fluoro-2-methyl-phenyl)pyrazolo[4,3-b]pyridin-1-yl]ethanone FC1(CN(C1)C(CN1N=CC2=NC=C(C=C21)C2=C(C=C(C=C2)F)C)=O)F